C(C)(C)(C)C(CCN(C)C)(O)C=1SC=CC1 tert-butyl-1-(2-thienyl)-3-(dimethylamino)-1-propanol